(1S,2S,3S,5R)-3-(4-fluoro-2-hydroxyphenoxy)-5-(4-methyl-7H-pyrrolo[2,3-d]pyrimidin-7-yl)cyclopentane-1,2-diol FC1=CC(=C(O[C@@H]2[C@H]([C@H]([C@@H](C2)N2C=CC3=C2N=CN=C3C)O)O)C=C1)O